C1(=CC=CC=C1)C1(OC2=C(C=CC=3C(CC(OC23)C2=CC=C(C=C2)OCCCCOC2OCCCC2)=O)O1)C1=CC=CC=C1 2,2-diphenyl-8-(4-(4-((tetrahydro-2H-pyran-2-yl)oxy)-butoxy)phenyl)-7,8-dihydro-6H-[1,3]dioxolo-[4,5-h]chromen-6-one